1-methylpyridinium-2-aldoxime methanesulfonate CS(=O)(=O)[O-].C[N+]1=C(C=CC=C1)C=NO